C(C)OC(=O)C1=NNC=2CCC(CC12)N1N=CC=C1 5-(1H-pyrazol-1-yl)-4,5,6,7-tetrahydro-1H-indazole-3-carboxylic acid ethyl ester